COC1(C(CCC2=CC=CC=C12)=O)C methoxy-1-methyl-2-tetralone